[Na].[Na].C(CCCCCCCCCCC)OCCCCCCCCCCCC dodecylether disodium salt